decamethylcobaltocenium triflate [O-]S(=O)(=O)C(F)(F)F.CC=1C(=C([C-](C1)C)C)C.C1(C(=C(C(=C1C)C)C)C)(C)C.[Co+2]